C(C)(C)(C)OC(=O)N1[C@@H](C[C@@H](CC1)OC1=C(C(=C2C(=N1)C(=CS2)C(NC)=O)C(F)(F)F)F)C (2r,4r)-4-((6-fluoro-3-(methylcarbamoyl)-7-(trifluoromethyl)thieno[3,2-b]pyridin-5-yl)oxy)-2-methylpiperidine-1-carboxylic acid tert-butyl ester